(2S,4r)-1-[(2S)-2-(4-cyclopropyl-triazol-1-yl)-3,3-dimethyl-butyryl]-4-hydroxy-N-(3-methyl-quinuclidin-3-yl)pyrrolidine-2-carboxamide C1(CC1)C=1N=NN(C1)[C@H](C(=O)N1[C@@H](C[C@H](C1)O)C(=O)NC1(CN2CCC1CC2)C)C(C)(C)C